ClC1=CC=C(OC=2C=CC3=C(N(C=N3)CCC(C)(O)C)C2)C=C1 4-[6-(4-chlorophenoxy)-1H-benzimidazol-1-yl]-2-methylbutan-2-ol